3-(5-bromo-6-methylpyridin-2-yl)-1H-1,2,4-triazole-1-carboxylic acid tert-butyl ester C(C)(C)(C)OC(=O)N1N=C(N=C1)C1=NC(=C(C=C1)Br)C